1-(3,4-difluoro-2-methylphenyl)-3-(6-methoxy-2-methylpyridin-3-yl)-6-(trifluoromethyl)-2,3-dihydropyrido[3,4-d]pyrimidin-4(1H)-one FC=1C(=C(C=CC1F)N1CN(C(C2=C1C=NC(=C2)C(F)(F)F)=O)C=2C(=NC(=CC2)OC)C)C